C1(CCCCC1)P(C1=CC=CC=C1)C1=CC=CC=C1 Cyclohexyldiphenyl-phosphine